4-Methyl-3-(4-pyridin-3-yl-pyrimidin-2-ylamino)-N-(4-pyrrolidin-3-yl-phenyl)-benzamide CC1=C(C=C(C(=O)NC2=CC=C(C=C2)C2CNCC2)C=C1)NC1=NC=CC(=N1)C=1C=NC=CC1